CN(C=1C=C(C=C(C1)OC)C1(CC(=CC(=C1)OC)N(C)C)NC)C 1-(3-(dimethylamino)-5-methoxyphenyl)-5-methoxy-N1,N3,N3-Trimethylbenzene-1,3-diamine